4-(2-(4-methoxy-1H-indol-3-yl)ethyl-1,1-d2)Morpholine COC1=C2C(=CNC2=CC=C1)CC([2H])([2H])N1CCOCC1